(S)-4-{5-[(R)-(1,3-dimethyl-azetidin-3-yl)-hydroxy-(4-isopropyl-phenyl)-methyl]-pyridin-3-yl}-2-(1,5-dimethyl-1H-pyrazol-3-yl)-but-3-yn-2-ol CN1CC(C1)(C)[C@@](C=1C=C(C=NC1)C#C[C@](C)(O)C1=NN(C(=C1)C)C)(C1=CC=C(C=C1)C(C)C)O